ClC=1C=C(C(=[N+](C1)[O-])C)C1=CC=C(C=C1)NC([C@@H](NC(=O)C=1C(=NOC1)COC)C1CCC(CC1)(F)F)=O (S)-5-chloro-3-(4-(2-(4,4-difluorocyclohexyl)-2-(3-(methoxymethyl)isoxazole-4-carboxamido)acetamido)phenyl)-2-methylpyridine 1-oxide